2-Amino-N-{1-[8-chloro-1-cyano-5-(1,1-dioxidothiomorpholin-4-yl)imidazo[1,5-a]pyridin-6-yl]ethyl}pyrazolo[1,5-a]pyrimidine-3-carboxamide trifluoroacetate salt FC(C(=O)O)(F)F.NC1=NN2C(N=CC=C2)=C1C(=O)NC(C)C=1C=C(C=2N(C1N1CCS(CC1)(=O)=O)C=NC2C#N)Cl